[C].[Nb].[Ti] titanium niobium carbon